C(C)NCCNCC(=O)O N-[2-(ethylamino)ethyl]-Glycine